(2S,4R)-N-(1-cyclopropyl-1-methyl-2-phenyl-ethyl)-1-[(2R)-2-(4-cyclopropyltriazol-1-yl)-3,3-dimethyl-butanoyl]-4-hydroxy-pyrrolidine-2-carboxamide C1(CC1)C(CC1=CC=CC=C1)(C)NC(=O)[C@H]1N(C[C@@H](C1)O)C([C@@H](C(C)(C)C)N1N=NC(=C1)C1CC1)=O